5-fluoroquinazoline-2,4(1H,3H)-dione FC1=C2C(NC(NC2=CC=C1)=O)=O